S[C@@H]1CN(CC1)C=O (S)-3-mercaptopyrrolidine-1-carbaldehyde